5-Methoxy-3-[1-({2-[({(3-methylbicyclo[1.1.1]pent-1-yl)methyl}amino)methyl]-1H-indol-6-yl}methyl)-1H-1,2,3-triazol-4-yl]-2-pyridinecarbonitrile COC=1C=C(C(=NC1)C#N)C=1N=NN(C1)CC1=CC=C2C=C(NC2=C1)CNCC12CC(C1)(C2)C